S(=O)(=O)(O)C=1C=C(CN)C=CC1 3-sulfobenzylamine